2-(heptane-3-yl)-5-hydroxymethyl-1,3-dioxolane CCC(CCCC)C1OC(CO1)CO